COC(NC=1C=CC=2C=3C=CN=C([C@H](C/C=C/CCC(NC2C1)=O)NC(=O)C1CCC(CC1)CN)C3)=O {(E)-(S)-15-[(4-Aminomethyl-cyclohexanecarbonyl)-amino]-9-oxo-8,17-diaza-tricyclo[14.3.1.02,7]icosa-1(20),2(7),3,5,12,16,18-heptaen-5-yl}-carbamic Acid methyl ester